FC1=C(C(=CC=2N(C(=NC21)OC2CCC(CC2)C(=O)OC)COCC[Si](C)(C)C)F)I methyl (1r,4r)-4-((4,6-difluoro-5-iodo-1-((2-(trimethylsilyl)ethoxy)methyl)-1H-benzo[d]imidazol-2-yl)oxy)cyclohexane-1-carboxylate